8-cyanoquinoxaline C(#N)C=1C=CC=C2N=CC=NC12